ClC=1C(=NC=CC1C=1C(=C(C=CC1)NC(=O)C1=CC=C(C=N1)CN(C(OC(C)(C)C)=O)CCO)C)C1=CC(=C(C=C1)CNC[C@H]1NC(CC1)=O)OC tert-Butyl (S)-((6-((3-(3-chloro-2-(3-methoxy-4-((((5-oxopyrrolidin-2-yl)methyl)amino)methyl)phenyl)pyridin-4-yl)-2-methylphenyl)carbamoyl)pyridin-3-yl)methyl)(2-hydroxyethyl)carbamate